(4-(3-(4-(4-(2-(1-(2-(2,6-dioxopiperidin-3-yl)-1-oxoisoindolin-5-yl)piperidin-4-yl)ethyl)piperidin-1-yl)benzoyl)-6-hydroxybenzo[b]thiophen-2-yl)phenyl)boronic acid O=C1NC(CCC1N1C(C2=CC=C(C=C2C1)N1CCC(CC1)CCC1CCN(CC1)C1=CC=C(C(=O)C=2C3=C(SC2C2=CC=C(C=C2)B(O)O)C=C(C=C3)O)C=C1)=O)=O